thioxanthene-9-one C1=CC=CC=2SC3=CC=CC=C3C(C12)=O